5-(4-(1-(4-((S)-2-(3-Chloro-4-cyanophenyl)-3-methyl-2,8-diazaspiro[4.5]decan-8-yl)benzoyl)piperidin-4-yl)piperazin-1-yl)-N-((S)-2,6-dioxopiperidin-3-yl)picolinamide ClC=1C=C(C=CC1C#N)N1CC2(C[C@@H]1C)CCN(CC2)C2=CC=C(C(=O)N1CCC(CC1)N1CCN(CC1)C=1C=CC(=NC1)C(=O)N[C@@H]1C(NC(CC1)=O)=O)C=C2